2'-fluoro-3-bromo-2-methylbenzophenone FC1=C(C=CC=C1)C(C1=C(C(=CC=C1)Br)C)=O